(R)-N-((1S,2R)-1-(4-bromo-2-fluorophenyl)-2-fluoro-3-(2,4,6-trioxo-1-(tetrahydro-2H-pyran-4-yl)hexahydropyrimidin-5-yl)propyl)-2-methylpropan-2-sulfinamide BrC1=CC(=C(C=C1)[C@@H]([C@@H](CC1C(NC(N(C1=O)C1CCOCC1)=O)=O)F)N[S@](=O)C(C)(C)C)F